Cl.N1C(CCC2=CC=CC=C12)=O 3,4-dihydro-1H-quinolin-2-one hydrochloride